tert-butyl (2S,4S)-4-(7-bromo-6-fluoro-8-methyl-4-((S)-1-((S)-1-methylpyrrolidin-2-yl)ethoxy)-1H-pyrazolo[4,3-c]quinolin-1-yl)-2-(cyanomethyl)piperidine-1-carboxylate BrC=1C(=CC=2C3=C(C(=NC2C1F)O[C@@H](C)[C@H]1N(CCC1)C)C=NN3[C@@H]3C[C@H](N(CC3)C(=O)OC(C)(C)C)CC#N)C